N,N-dimethyltriacontane-21,24-dien-9-amine CN(C(CCCCCCCC)CCCCCCCCCCCC=CCC=CCCCCC)C